FC1=C(C=CC=C1)NC1=NC=2C(N=C1NC1=CC(=CC=C1)C(F)(F)F)=NON2 N5-(2-fluorophenyl)-N6-(3-(trifluoromethyl)phenyl)-[1,2,5]oxadiazolo[3,4-b]pyrazine-5,6-diamine